1-benzyl-N-[(6S)-2-[3-(3,3-difluoropyrrolidin-1-yl)propyl]-4-methyl-5-oxo-7,8-dihydro-6H-pyrazolo[1,5-a][1,3]diazepin-6-yl]-1,2,4-triazole-3-carboxamide C(C1=CC=CC=C1)N1N=C(N=C1)C(=O)N[C@@H]1C(N(C=2N(CC1)N=C(C2)CCCN2CC(CC2)(F)F)C)=O